BrC=1C=CC(=NC1)NC(CC1CCC1)=O N-(5-bromopyridin-2-yl)-2-cyclobutylacetamide